1-(4-(2-(4-Difluoromethoxyphenyl)propan-2-yl)phenyl)-2,5-dimethyl-1H-pyrrole FC(OC1=CC=C(C=C1)C(C)(C)C1=CC=C(C=C1)N1C(=CC=C1C)C)F